COC1=CC=C2C=CN(C2=C1NS(=O)(=O)C=1C=NC(=CC1)N1N=CC(=C1)C(F)(F)F)C N-(6-methoxy-1-methyl-1H-indol-7-yl)-6-(4-(trifluoromethyl)-1H-pyrazol-1-yl)pyridine-3-sulfonamide